C(C)(C)(C)[C@@]12CN(C[C@H]([C@@H](C1)O)N2C(=O)O)C2=NC(=C(C1=C(C(=NC=C21)Cl)F)C)C.C(CCCCCCCCCCC)(=O)N[C@@H](CCC(=O)O)C(=O)O lauroyl-glutamic acid anion tert-butyl-(1R,5R,6R)-3-(6-chloro-5-fluoro-3,4-dimethyl-2,7-naphthyridin-1-yl)-6-hydroxy-3,8-diazabicyclo[3.2.1]octane-8-carboxylate